2-Amino-N-{1-[8-chloro-5-(5-methoxypyridin-3-yl)imidazo[1,5-a]pyridin-6-yl]ethyl}pyrazolo[1,5-a]pyrimidine-3-carboxamide trifluoroacetate salt FC(C(=O)O)(F)F.NC1=NN2C(N=CC=C2)=C1C(=O)NC(C)C=1C=C(C=2N(C1C=1C=NC=C(C1)OC)C=NC2)Cl